(R)-2-((1-(3,6-dimethyl-4-oxo-2-(piperidin-1-yl)-3,4-dihydroquinazolin-8-yl)ethyl)amino)-N-methoxybenzamide CN1C(=NC2=C(C=C(C=C2C1=O)C)[C@@H](C)NC1=C(C(=O)NOC)C=CC=C1)N1CCCCC1